BrC=1N=NN(C1C(=O)O)C 4-bromo-1-methyl-1H-1,2,3-triazol-5-carboxylic acid